C(CCC)[N+]1(CCCC1)C 1-butyl-1-methyl-1-pyrrolidinium